naphthyl-(benzoanthracenyl)anthracene C1(=CC=CC2=CC=CC=C12)C1=C(C2=CC3=CC=CC=C3C=C2C=C1)C1=CC=CC=2C=CC=3C=C4C=CC=CC4=CC3C21